3-[4-(difluoromethoxy)-2-hydroxy-6-methylphenyl]-7-[(3R)-piperidin-3-yl]-7H-pyrrolo[2,3-c]pyridazine-5-carbonitrile FC(OC1=CC(=C(C(=C1)C)C1=CC2=C(N=N1)N(C=C2C#N)[C@H]2CNCCC2)O)F